(R)-1-((7-(5-fluoro-2-(((3S,4R)-3-hydroxytetrahydro-2H-pyran-4-yl)amino)pyrimidin-4-yl)-1-isopropyl-4-oxo-1,4-dihydroquinolin-2-yl)methyl)piperidine-3-carbonitrile FC=1C(=NC(=NC1)N[C@H]1[C@@H](COCC1)O)C1=CC=C2C(C=C(N(C2=C1)C(C)C)CN1C[C@@H](CCC1)C#N)=O